7-(4-diethylamino-2-ethoxyphenyl)-5,7-dihydrofuro[3,4-b]pyridine-5-one C(C)N(C1=CC(=C(C=C1)C1OC(C=2C1=NC=CC2)=O)OCC)CC